CN(C=1C=CC(=NC1)NC(=O)C1(CN(C1)C1=C(C=C2C(C(=CN(C2=N1)C=1SC=CN1)C(=O)O)=O)F)O)C 7-(3-{[5-(dimethylamino)pyridin-2-yl]carbamoyl}-3-hydroxyazetidin-1-yl)-6-fluoro-4-oxo-1-(1,3-thiazol-2-yl)-1,4-dihydro-1,8-naphthyridine-3-carboxylic acid